CC1=C(N=C(N1)CCCCCCCCCCCCCCCC)C dimethyl-hexadecyl-imidazole